C(=O)(O)CN1C(N(CC1)CC(=O)O)=N 2-[3-(carboxymethyl)-2-iminoimidazolidin-1-yl]acetic acid